C(CCC)B1NN=CC2=C1C=CS2 1-Butyl-1,2-dihydrothieno[3,2-D][1,2,3]diazaborinine